[N+](=O)([O-])C1=CC(=NC=C1)N1CC(C1)C#N (4-nitropyridin-2-yl)azetidine-3-carbonitrile